FC1=CC=C(C=C1)CCC1=CC=C(C(=O)O)C=C1 4-((4-fluorophenyl)ethanyl)benzoic acid